C(C)(C)(C)O[C@H](C(=O)O)C1=C(C2=C(N=C(S2)C2=CC=C3C(=N2)C(=NN3C)C3CCN(CC3)C3COC3)C=C1C)C1=CC=C(C=C1)Cl (S)-2-(tert-butoxy)-2-(7-(4-chlorophenyl)-5-methyl-2-(1-methyl-3-(1-(oxetan-3-yl)piperidin-4-yl)-1H-pyrazolo[4,3-b]pyridin-5-yl)benzo[d]thiazol-6-yl)acetic acid